O1CCN(CC1)C=1C=2N(C=CN1)C=C(N2)C(=O)N 8-morpholinoimidazo[1,2-a]pyrazine-2-carboxamide